COC1CN(C1)C[C@H](CN1N=CC(=C1)C=1N=C(C=2N(C1)N=CC2)C=2C=NN(C2)C(CC)CC)O (R)-1-(3-methoxyazetidin-1-yl)-3-(4-(4-(1-(pentan-3-yl)-1H-pyrazol-4-yl)pyrazolo[1,5-a]pyrazin-6-yl)-1H-pyrazol-1-yl)propan-2-ol